C12(CCC(CC1)CC2)COC2=CC=CC(=N2)C2=CC=C(C=C2)CC(=O)O 2-(4-(6-(bicyclo[2.2.2]oct-1-ylmethoxy)pyridin-2-yl)phenyl)acetic acid